ClC=1C(=CC2=C(CN(C(O2)=O)CC2=C(C(=CC=C2)NS(NC)(=O)=O)F)C1)OC1=NC=CC=N1 6-chloro-3-({2-fluoro-3-[(methylsulfamoyl)amino]phenyl}methyl)-7-(pyrimidin-2-yloxy)-3,4-dihydro-2H-1,3-benzoxazin-2-one